C(CCC)OC=1C=C2C[C@H](C(=CC2=CC1)C=O)C (3R)-6-butoxy-3-methyl-3,4-dihydronaphthalene-2-carbaldehyde